(R)-2-(1-(3-cyanophenyl)-1H-pyrazol-4-yl)-N-(5-cyclopropyl-1H-pyrazol-3-yl)propanamide C(#N)C=1C=C(C=CC1)N1N=CC(=C1)[C@H](C(=O)NC1=NNC(=C1)C1CC1)C